9-(4-chloro-6-phenyl-1,3,5-triazin-2-yl)-2-phenyl-9H-carbazole ClC1=NC(=NC(=N1)C1=CC=CC=C1)N1C2=CC=CC=C2C=2C=CC(=CC12)C1=CC=CC=C1